C(CCCCCCCCCCC)C=1C(=C(C=CC1)S(=O)(=O)[O-])CCCCCCCCCCCC Di-Dodecyl-benzenesulfonate